P([O-])(OP([O-])OP([O-])OP([O-])[O-])N tetraphosphoramidite